2-(quinuclidin-3-yl)-2,3,5,6-tetrahydro-1H-benzo[de]isoquinolin-1-one hydrochloride Cl.N12CC(C(CC1)CC2)N2C(C=1C=CC=C3C1C(C2)=CCC3)=O